amino-cyclopentane-carboxylate hydrochloride Cl.NC1(CCCC1)C(=O)O